BrC=1C=C2CC(N(CC2=C(C1)F)C(=O)OC)C(=O)OC dimethyl 6-bromo-8-fluoro-3,4-dihydroisoquinoline-2,3(1H)-dicarboxylate